5-[2-(5-Methoxy-chinolin-8-sulfonylamino)-phenylethynyl]-pyridin COC1=C2C=CC=NC2=C(C=C1)S(=O)(=O)NC1=C(C=CC=C1)C#CC=1C=CC=NC1